C[C@@H]([C@@H](C(=O)O)NC(=O)OCC1C2=CC=CC=C2C3=CC=CC=C13)N=[N+]=[N-] (2S,3S)-(Fmoc-amino)-3-azidobutyric acid